2-((4-Methoxy-9-methylphenazin-2-yl)thio)ethan-1-ol COC1=CC(=CC2=NC3=C(C=CC=C3N=C12)C)SCCO